methyl 3-[[3-(2-amino-6-chloro-pyrimidin-4-yl)-1-(difluoromethyl)pyrazol-4-yl]methyl]-4-cyclopropyl-benzoate NC1=NC(=CC(=N1)C1=NN(C=C1CC=1C=C(C(=O)OC)C=CC1C1CC1)C(F)F)Cl